N1(CCNCC1)C(C1=CC=C(C#N)C=C1)C1=CC=C(C#N)C=C1 4,4'-(piperazin-1-ylmethylene)dibenzonitrile